N-[(E)-[(3aS,7aS)-3a-[4-(difluoromethoxy)-3-methoxy-phenyl]-1-methyl-2,3,4,5,7,7a-hexahydroindol-6-ylidene]amino]-4-methyl-benzenesulfonamide FC(OC1=C(C=C(C=C1)[C@@]12CCN([C@H]2C\C(\CC1)=N\NS(=O)(=O)C1=CC=C(C=C1)C)C)OC)F